ClC1=C(C(=CC=C1)Cl)[C@H]([C@@H](CC)O)O 1-(2,6-dichlorophenyl)-(R,R)-1,2-butanediol